The molecule is a tricarboxylic acid trianion obtained by deprotonation of the three carboxy groups of (-)-threo-isodihomocitric acid; major species at pH 7.3. It is a conjugate base of a (-)-threo-isodihomocitric acid. C(C[C@@H]([C@H](C(=O)[O-])O)C(=O)[O-])CC(=O)[O-]